CNC=1N=C(C(=NC1C=1C2=C(C=NC1)N(C=N2)C)C(=O)OC)NC2=CC(=C(C=C2)N2CCOCC2)C methyl 5-(methylamino)-6-(3-methylimidazo[4,5-c]pyridin-7-yl)-3-(3-methyl-4-morpholino-anilino)pyrazine-2-carboxylate